CC1(CCC(O1)CNCC=1C=CC=2N(C1)C=C(N2)CNC(=O)C=2N=C1N(C(C2)=O)C=CC=C1)C N-{[6-({[(5,5-dimethyloxolan-2-yl)methyl]amino}methyl)imidazo[1,2-a]pyridin-2-yl]methyl}-4-oxo-4H-pyrido[1,2-a]pyrimidine-2-carboxamide